tetra-octadecyl-ammonium C(CCCCCCCCCCCCCCCCC)[N+](CCCCCCCCCCCCCCCCCC)(CCCCCCCCCCCCCCCCCC)CCCCCCCCCCCCCCCCCC